N1(CCNCC1)C1=C(C=O)C=CC=C1 2-PIPERAZIN-1-YL-BENZALDEHYDE